2-methyl-1-(5-{3-[3-(trifluoromethyl)pyridin-4-yl]-1,2,4-oxadiazol-5-yl}-1H-1,2,3-benzotriazol-1-yl)propan-2-ol CC(CN1N=NC2=C1C=CC(=C2)C2=NC(=NO2)C2=C(C=NC=C2)C(F)(F)F)(C)O